C(CC)OC1=CC=C(C[C@](N)(C(=O)O)C)C=C1 O-propyl-alpha-methyl-tyrosine